(2-((1-oxo-2,5-dihydro-phosphol-1-yl) amino) ethyl) formate C(=O)OCCNP1(CC=CC1)=O